n-Butyl ether C(CCC)OCCCC